butyl 6-(4-(5-chloro-6-methyl-1H-indazol-4-yl)-3-(4-((2-methoxyethyl)carbamoyl)phenyl)-5-methyl-1H-pyrazol-1-yl)-2-azaspiro[3.3]heptane-2-carboxylate ClC=1C(=C2C=NNC2=CC1C)C=1C(=NN(C1C)C1CC2(CN(C2)C(=O)OCCCC)C1)C1=CC=C(C=C1)C(NCCOC)=O